C[S+](C1=CC=C(C=C1)C(=O)OC(C)C)C dimethyl-(p-isopropoxycarbonylphenyl)sulfonium